C1CN(C(=O)N1CO)CO N,N'-dimethylol-N,N'-ethyleneurea